CCOC(=O)[C@H](CC1=CNC2=CC=CC=C21)NC(=O)C N-acetyl-L-tryptophan ethyl ester